ClC1=C2C3=C(N=CN=C3C=C1C1=C(C(=CC=C1)F)OC)N1[C@H](CO2)CN(CC1)C(C=C)=O 1-[(8aS)-6-Chloro-5-(3-fluoro-2-methoxyphenyl)-8a,9,11,12-tetrahydropyrazino[2',1':3,4][1,4]oxazepino[5,6,7-de]quinazolin-10(8H)-yl]prop-2-en-1-one